BrC1=C(OC2=C1C=CC=C2)Cl 3-bromo-2-chlorobenzofuran